methyleneindolinone C=C1C(NC2=CC=CC=C12)=O